1,3,5-triethyl trimellitate C(C1=C(C(=O)[O-])C(C(=O)[O-])=C(C(=O)[O-])C(C(=O)[O-])=C1C(=O)[O-])(=O)OCC.C(C1=C(C(=O)[O-])C(C(=O)[O-])=C(C(=O)[O-])C(C(=O)OCC)=C1C(=O)[O-])(=O)[O-].C(C1=C(C(=O)[O-])C(C(=O)OCC)=C(C(=O)[O-])C(C(=O)[O-])=C1C(=O)[O-])(=O)[O-]